3-fluoro-4-methyl-N-((5-methyl-1H-benzotriazol-4-yl)methyl)benzamide FC=1C=C(C(=O)NCC2=C(C=CC=3NN=NC32)C)C=CC1C